2,3-difluorophenyl 1-(8-fluoro-7-(8-fluoronaphthalen-1-yl)-2-((tetrahydro-1H-pyrrolizin-7a(5H)-yl)methoxy)pyrido[4,3-d]pyrimidin-4-yl)piperidine-4-carboxylate FC1=C(N=CC2=C1N=C(N=C2N2CCC(CC2)C(=O)OC2=C(C(=CC=C2)F)F)OCC21CCCN1CCC2)C2=CC=CC1=CC=CC(=C21)F